Ethyl tertiary butyl ether C(C)(C)(C)OCC